tert-butyl N-[[1-(2,7-dichloro-8-fluoro-pyrido[4,3-d]pyrimidin-4-yl)pyrrolidin-3-yl]methyl]carbamate ClC=1N=C(C2=C(N1)C(=C(N=C2)Cl)F)N2CC(CC2)CNC(OC(C)(C)C)=O